[Sn].[Bi]=O bismuth oxide tin